BrC1=C(C=C2C(NC(=NC2=C1)C)=O)I 7-bromo-6-iodo-2-methylquinazolin-4(3H)-one